COC=1C=C2C(=NC=NC2=CC1OC)NCC1=CC=C(C=N1)B(O)O (6-(((6,7-dimethoxyquinazolin-4-yl)amino)methyl)pyridin-3-yl)boronic acid